1,2-dioleoyl-sn-glycerol 3-phosphate P(=O)(O)(O)OC[C@@H](COC(CCCCCCC\C=C/CCCCCCCC)=O)OC(CCCCCCC\C=C/CCCCCCCC)=O